FC(C(=O)O)(F)F.FC(C(=O)O)(F)F.N1CC(C1)N1CCN(CC1)C1=CC=C(C=C1)N1C(NC(CC1)=O)=O 1-(4-(4-(Azetidin-3-yl)piperazin-1-yl)phenyl)dihydropyrimidine-2,4(1H,3H)-dione bistrifluoroacetate